1,3-dimethylpyrazole-4-sulfonyl chloride CN1N=C(C(=C1)S(=O)(=O)Cl)C